1,2,3,4,5,8-hexahydroazocine N1CCCCC=CC1